triammonium chloride [Cl-].[NH4+].[NH4+].[NH4+].[Cl-].[Cl-]